CC1=CCCC2=CC=CC=C12 1,2-dihydro-4-methylnaphthalene